C(CCCCCCCCCCCCCCCCC)NCCN N'-stearylethylenediamine